(Z)-1-(3-(5-methyl-2-(3,3,3-trifluoropropoxy)phenyl)-4-oxothiazolidin-2-ylidene)-3-(2-methyl-4-(3-(4-(trifluoromethoxy)phenyl)-1H-1,2,4-triazol-1-yl)phenyl)urea CC=1C=CC(=C(C1)N1/C(/SCC1=O)=N/C(=O)NC1=C(C=C(C=C1)N1N=C(N=C1)C1=CC=C(C=C1)OC(F)(F)F)C)OCCC(F)(F)F